N4-(4-methylthiazol-2-yl)fumaramide CC=1N=C(SC1)NC(/C=C/C(=O)N)=O